CP(OO[C@@]1(C=C[C@@H](C1)N1C2=NC=NC(=C2N=C1)N)C)([O-])=O.[NH4+].[NH4+].NC1=C2N=CN(C2=NC=N1)[C@H]1C=C[C@@](C1)(C)OOP([O-])(=O)C diammonium {[(1S,4R)-4-(6-aminopurin-9-yl)-1-methylcyclopent-2-en-1-yl] oxy} methylphosphonate